1-(tert-butyl) 2-methyl (R)-4-(3-((4-(trifluoromethyl)phenyl)amino)pyrazin-2-yl)piperazine-1,2-dicarboxylate FC(C1=CC=C(C=C1)NC=1C(=NC=CN1)N1C[C@@H](N(CC1)C(=O)OC(C)(C)C)C(=O)OC)(F)F